C(C)(CC)OC1=CC=C(C=C1)/C=C(/CO)\C (E)-3-(4-(sec-butoxy)phenyl)-2-methylprop-2-en-1-ol